FC(CN1N=CC=2N(C(N([C@@H](C21)C)C2CCN(CC2)C2=C(C=CC=C2C)F)=O)CC2=C(C=CC=C2)C(F)(F)F)(C)F (R)-1-(2,2-Difluoro-propyl)-6-[1-(2-fluoro-6-methyl-phenyl)-piperidin-4-yl]-7-methyl-4-(2-trifluoromethyl-benzyl)-1,4,6,7-tetrahydro-pyrazolo[4,3-d]pyrimidin-5-on